2-phosphono-butane-1,2,3,4-tetracarboxylic acid P(=O)(O)(O)C(CC(=O)O)(C(CC(=O)O)C(=O)O)C(=O)O